Carbazolyl-sodium C1(=CC=CC=2C3=CC=CC=C3NC12)[Na]